OC1=CC=C(C=C1)NC(CCCCCCCCCCCCCCCCCCCCC)=O N-(4-hydroxyphenyl)behenamide